FC=1C=C(C=NC1C)[C@H]1N(OCC1)C(=O)OC(C)(C)C Tert-butyl (S)-3-(5-fluoro-6-methylpyridin-3-yl)isoxazolidine-2-carboxylate